(2s,3s,4r,5r)-5-(2-(5,6-dimethoxypyridin-3-yl)-6-(methylamino)-9H-purin-9-yl)-N-ethyl-3,4-dihydroxytetrahydrofuran-2-carboxamide COC=1C=C(C=NC1OC)C1=NC(=C2N=CN(C2=N1)[C@H]1[C@@H]([C@@H]([C@H](O1)C(=O)NCC)O)O)NC